ethyl 2-[[6-hydroxy-10-(1-methylpyrazol-4-yl)-[1,2,4]triazolo[5,1-a]isoquinoline-5-carbonyl]amino]acetate OC1=C(N2C(C3=C(C=CC=C13)C=1C=NN(C1)C)=NC=N2)C(=O)NCC(=O)OCC